(2-(3-methoxycyclopentyl)quinolin-6-yl)methanol COC1CC(CC1)C1=NC2=CC=C(C=C2C=C1)CO